CC=1C=C(C=CC1SC)B(O)O 3-Methyl-4-(methylthio)phenylboronic acid